C(C)OC(CC1=CC(=C(C=C1)O)OC)=O.BrC1=CC=C(C(=O)NC2=C(C=CC=C2)C2=CC=CC3=CC=CC=C23)C=C1 4-bromo-N-(2-(naphthalen-1-yl)phenyl)benzamide ethyl-2-(4-hydroxy-3-methoxy-phenyl)acetate